N-(cyclopropylmethyl)-1-[5-(pyridin-4-yl)-1H-pyrazole-3-carbonyl]piperidine-4-carboxamide C1(CC1)CNC(=O)C1CCN(CC1)C(=O)C1=NNC(=C1)C1=CC=NC=C1